FCC1CN(C1)C(=O)C1N(N=C(C1)C1=CC=C(C=C1)C1=CC=CC=C1)C1=NC=CN=C1C 3-[3-(fluoromethyl)azetidine-1-carbonyl]-2-(3-methylpyrazin-2-yl)-5-(4-phenylphenyl)-4H-pyrazol